4-nitrobenzyl (((1s,3s)-3-(3-mercaptoazetidin-1-yl)cyclobutyl)methyl)carbamate SC1CN(C1)C1CC(C1)CNC(OCC1=CC=C(C=C1)[N+](=O)[O-])=O